C(=O)C(CCCCCCCCCCCCCC[C@H]([C@H](CO)N)O)(C=O)C=O trimethyl-sphinganine